C(C1=CC=CC=C1)OC1CC[C@@H](NCC1)C(=O)OC methyl (2R)-5-(benzyloxy)azepane-2-carboxylate